C(C1=CC=CC=C1)C1(CN(CC1)S(=O)(=O)C1=NN(N=C1)C)C=1C=C2C=NN(C2=CC1C)C=1C=C(C(N(C1)C)=O)F 5-(5-(3-benzyl-1-((2-methyl-2H-1,2,3-triazol-4-yl)sulfonyl)pyrrolidin-3-yl)-6-methyl-1H-indazol-1-yl)-3-fluoro-1-methylpyridin-2(1H)-one